tert-butyl N-[(3S,4S)-8-[3-(6-cyano-1,2,3,4-tetrahydro-1,5-naphthyridin-1-yl)-1-(oxan-2-yl)-1H-pyrazolo[3,4-b]pyrazin-6-yl]-3-methyl-2-oxa-8-azaspiro[4.5]decan-4-yl]carbamate C(#N)C=1N=C2CCCN(C2=CC1)C1=NN(C2=NC(=CN=C21)N2CCC1([C@@H]([C@@H](OC1)C)NC(OC(C)(C)C)=O)CC2)C2OCCCC2